CC1=CC=C(C=C1)S(=O)(=O)OCCCOCCCNC(=O)C1CCC(CC1)NC(C1=CN=C(C=C1NC(C)C)N1C=CC=2C1=NC=C(C2)C#N)=O 3-(3-((1r,4r)-4-(6-(5-cyano-1H-pyrrolo[2,3-b]pyridin-1-yl)-4-(isopropylamino) nicotinamido)cyclohexane-1-carboxamido)propoxy)propyl 4-methylbenzenesulfonate